5-FLUORO-N-(4-(4-((2-HYDROXY-2-METHYLPROPYL)CARBAMOYL)BICYCLO[2.2.2]OCTAN-1-YL)PHENYL)ISOINDOLINE-2-CARBOXAMIDE (4-methylpiperazin-1-yl)phenylboronate CN1CCN(CC1)C1=C(C=CC=C1)B(O)O.FC=1C=C2CN(CC2=CC1)C(=O)NC1=CC=C(C=C1)C12CCC(CC1)(CC2)C(NCC(C)(C)O)=O